1-(2,3-dihydrobenzofuran-6-yl)ethan-1-ol O1CCC2=C1C=C(C=C2)C(C)O